6-[3-(3,5-difluorophenyl)-4-(4-oxopiperidin-1-yl)quinolin-6-yl]pyridine FC=1C=C(C=C(C1)F)C=1C=NC2=CC=C(C=C2C1N1CCC(CC1)=O)C1=CC=CC=N1